6-Chloro-3-[(1R)-1-[2-(4,4-difluorocyclohexyl)-3,6-dimethyl-4-oxo-chromen-8-yl]ethoxy]pyridine-2-sulfonamide ClC1=CC=C(C(=N1)S(=O)(=O)N)O[C@H](C)C=1C=C(C=C2C(C(=C(OC12)C1CCC(CC1)(F)F)C)=O)C